2-((5R)-3-[2-(1-([3,5-bis(difluoromethyl)-1H-pyrazol-1-yl]acetyl)piperidin-4-yl)-1,3-thiazol-4-yl]-4,5-dihydro-1,2-oxazol-5-yl)-3-chlorophenyl methanesulfonate CS(=O)(=O)OC1=C(C(=CC=C1)Cl)[C@H]1CC(=NO1)C=1N=C(SC1)C1CCN(CC1)C(CN1N=C(C=C1C(F)F)C(F)F)=O